6-allyl-N-(4-chlorophenyl-ethyl)-2,3,4,9-tetrahydro-1H-carbazol-1-amine C(C=C)C=1C=C2C=3CCCC(C3NC2=CC1)NCCC1=CC=C(C=C1)Cl